methoxy-2-tetrahydrofurylsilane CO[SiH2]C1OCCC1